(2R,5S)-5-((1,4-dioxaspiro[4.5]dec-8-yl)methyl)pyrrolidine-1,2-dicarboxylic acid 1-(tert-butyl) 2-methyl ester COC(=O)[C@@H]1N([C@@H](CC1)CC1CCC2(OCCO2)CC1)C(=O)OC(C)(C)C